ClC1=C(C=C2C=C(N=CC2=C1)NC(=O)C1CC1)N1CC2=C(CC1)NN=C2 N-[7-chloro-6-(1,4,6,7-tetrahydro-5H-pyrazolo[4,3-c]pyridin-5-yl)isoquinolin-3-yl]cyclopropanecarboxamide